C(C)(C)(C)OC(=O)N[C@@H](CC1=CC=CC=C1)C(=O)NC(CCS(=O)(=O)[O-])([2H])[2H].[Na+] sodium 3-((N-tert-butoxycarbonyl-L-phenylalanyl) amino)-3,3-dideutero-1-propanesulfonate